4-(1-methyl-1-phenylethyl)phenyl phenyl carbonate C(OC1=CC=C(C=C1)C(C)(C1=CC=CC=C1)C)(OC1=CC=CC=C1)=O